Cl.Cl.CC1N(CCCNC1)S(=O)(=O)C1=C2C(=CN=CC2=CC=C1)C (+)-2-methyl-1-[(4-methyl-5-isoquinolinyl)sulfonyl]-hexahydro-1H-1,4-diazepine dihydrochloride